N1(CC1)CCC(=O)O.N1(CC1)CCC(=O)O.N1(CC1)CCC(=O)O.OC(C(CO)CC)O 2-bis-hydroxymethylbutanol tris[3-(1-aziridinyl) propionate]